methyl 2-((3,4-difluoro-2-formylphenyl)amino)-4,5-difluorobenzoate FC=1C(=C(C=CC1F)NC1=C(C(=O)OC)C=C(C(=C1)F)F)C=O